OOC(C(Cl)(O)O)=O trihydroxychloro-acetic acid